3-(3-((2,3-Dihydrobenzo[f][1,4]oxazepin-4(5H)-yl)methyl)-4-methylphenyl)-3-(1,4-dimethyl-1H-benzo[d][1,2,3]triazol-5-yl)propanoic acid, trifluoroacetic acid salt FC(C(=O)O)(F)F.O1CCN(CC2=C1C=CC=C2)CC=2C=C(C=CC2C)C(CC(=O)O)C2=C(C1=C(N(N=N1)C)C=C2)C